C[Si](N(C)C)(N(C)C)CCCCCCCCCCCCCCCCCC methyl-octadecyldi(dimethylamino)silane